BrC=1C(=C(C=CC1)CC(=O)O)C#N 2-(3-Bromo-2-cyanophenyl)acetic acid